BrC(C(O)N1CCOCC1)(F)F 2-bromo-2,2-difluoro-1-morpholinoethanol